[Cl-].C(CCCCCCCCCCCCCCCCCC)C(C1=CC=CC=C1)[N+](CC)(C)C nonadecanyl-dimethyl-ethylbenzyl-ammonium chloride